N-(2-(3-(2-((1,5-dimethyl-1H-pyrazol-3-yl)amino)-5-methylpyrimidin-4-yl)-1H-indol-7-yl)-1-oxoisoindolin-4-yl)-3-methylpiperidine-3-carboxamide CN1N=C(C=C1C)NC1=NC=C(C(=N1)C1=CNC2=C(C=CC=C12)N1C(C2=CC=CC(=C2C1)NC(=O)C1(CNCCC1)C)=O)C